C[C@@H]1CC[C@@]2(CC[C@@]3([C@@H]([C@@H]2[C@H]1C)CC[C@H]4[C@]3(CC[C@@H]5[C@@]4(CCCC5(C)C)C)C)C)C ursane